ClC1=NC=2N(C(=C1)SC)N=CC2C(C)C 5-chloro-3-isopropyl-7-(methylsulfanyl)pyrazolo[1,5-a]pyrimidine